C1(CC1)NC(C1=C(C=C(C(=C1)C=1C=NC(=C(C1)C=1C=NN(C1)C([2H])([2H])[2H])NC(C([2H])([2H])[2H])(C([2H])([2H])[2H])CO)C)F)=O N-cyclopropyl-2-fluoro-5-(6-((2-(hydroxymethyl)propan-2-yl-1,1,1,3,3,3-d6)amino)-5-(1-(methyl-d3)-1H-pyrazol-4-yl)pyridin-3-yl)-4-methylbenzamide